3-((6-(5-(3-methyl-oxetan-3-yl)-2,5-diazabicyclo[2.2.1]hept-2-yl)-3-nitropyridin-2-yl)oxy)propan-1-amine CC1(COC1)N1C2CN(C(C1)C2)C2=CC=C(C(=N2)OCCCN)[N+](=O)[O-]